FC(CN1N=C(C=C1C(F)(F)F)CC1CC2(CNC2)C1)(F)F 6-[[1-(2,2,2-trifluoroethyl)-5-(trifluoromethyl)pyrazol-3-yl]methyl]-2-azaspiro[3.3]heptane